COC=1C=2N(C=C(C1)C1=CC3=C(N(C(N3)=O)C3CCC(CC3)NC3CCOCC3)C=C1C)N=CN2 5-(8-methoxy-[1,2,4]triazolo[1,5-a]pyridin-6-yl)-6-methyl-1-((1s,4s)-4-((tetrahydro-2H-pyran-4-yl)amino)cyclohexyl)-1,3-dihydro-2H-benzo[d]imidazol-2-one